C(C)(C)(C)OC(=O)NC(C(=O)OCCN=[N+]=[N-])C(C)C 2-Azidoethyl 2-((tert-butoxycarbonyl) amino)-3-methylbutanoate